N,N-bis[1,1'-biphenyl]-4-yl-3'-9H-carbazol-9-yl-[1,1'-biphenyl]-4-amine C1(=CC=C(C=C1)N(C1=CC=C(C=C1)C1=CC(=CC=C1)N1C2=CC=CC=C2C=2C=CC=CC12)C1=CC=C(C=C1)C1=CC=CC=C1)C1=CC=CC=C1